BrC1=NC(=CC2=C1OCC(O2)C)SC(F)F 5-bromo-7-((difluoromethyl)thio)-2-methyl-2,3-dihydro-[1,4]dioxino[2,3-c]pyridine